bis(1,3-bis(trimethylsilyl)cyclopentadienyl)zirconium C[Si](C1(C=C(C=C1)[Si](C)(C)C)[Zr]C1(C=C(C=C1)[Si](C)(C)C)[Si](C)(C)C)(C)C